NC(CC=1CCN(CC1)C(=O)OC(C)(C)C)CO tert-Butyl 4-(2-amino-3-hydroxypropyl)-3,6-dihydropyridine-1(2H)-carboxylate